FC=1C=C(\C=C\2/N=C(N(C2=O)C)C(=O)OC)C=C(C1O)F Methyl (Z)-4-(3,5-difluoro-4-hydroxybenzylidene)-1-methyl-5-oxo-4,5-dihydro-1H-imidazole-2-carboxylate